2-(3-(5-amino-6-(1H-pyrazol-1-yl)pyrazin-2-yl)-4-methylphenyl)-3,3,3-trifluoropropane-1,2-diol NC=1N=CC(=NC1N1N=CC=C1)C=1C=C(C=CC1C)C(CO)(C(F)(F)F)O